ClC=1C(=C2C(=C(N=C(C2=CN1)C1(CC2CCC(C1)N2C(=O)OC(C)(C)C)O)C)C)F tert-butyl 3-(6-chloro-5-fluoro-3,4-dimethyl-2,7-naphthyridin-1-yl)-3-hydroxy-8-azabicyclo[3.2.1]octane-8-carboxylate